C(#N)C=1C=CC(=C2C=CC=NC12)N1C[C@]2(C[C@]2(C1)C(F)(F)F)C(=O)N[C@@H]1CC[C@H](CC1)N(C)C |o1:14,16| (1R,5S) or (1S,5R)-3-(8-cyanoquinolin-5-yl)-N-[trans-4-(Dimethylamino)cyclohexyl]-5-(trifluoromethyl)-3-azabicyclo[3.1.0]hexane-1-carboxamide